C(C)(C)(C)OC(=O)NS(OC[C@H]1O[C@H]([C@@H]([C@@H]1O)O)N1C2=NC(=NC(=C2N=C1)NC1=CC(=CC=C1)C#C)Cl)(=O)=O ((2R,3S,4R,5R)-5-(2-chloro-6-((3-ethynylphenyl)amino)-9H-purin-9-yl)-3,4-dihydroxytetrahydrofuran-2-yl)methyl (tert-butoxycarbonyl)sulfamate